4-(3-iodo-6-methoxy-1-(4-methoxybenzyl)-1H-pyrazolo[4,3-b]pyridin-5-yl)-2,3-dihydro-1H-indene-1-carbonitrile IC1=NN(C=2C1=NC(=C(C2)OC)C2=C1CCC(C1=CC=C2)C#N)CC2=CC=C(C=C2)OC